2-(3-(5,7-difluoro-2-(4-fluorophenyl)-1H-indol-3-yl)cyclobutyl)acetic acid FC=1C=C2C(=C(NC2=C(C1)F)C1=CC=C(C=C1)F)C1CC(C1)CC(=O)O